4-[4-[[1-(4-chlorophenyl)-3-oxo-2-azaspiro[3.4]octan-2-yl]methyl]-1-piperidyl]-2-(1H-indol-5-yloxy)-N-[3-nitro-4-(tetrahydropyran-4-ylmethylamino)phenyl]sulfonyl-benzamide ClC1=CC=C(C=C1)C1N(C(C12CCCC2)=O)CC2CCN(CC2)C2=CC(=C(C(=O)NS(=O)(=O)C1=CC(=C(C=C1)NCC1CCOCC1)[N+](=O)[O-])C=C2)OC=2C=C1C=CNC1=CC2